FC1=C(C=C(C(=C1)OC1=NC=CC=C1C1=NC(=NC=C1)N[C@@H]1CNCCC1)C)NS(=O)(=O)CC1=CC=CC=C1 (S)-N-(2-fluoro-5-methyl-4-(3-(2-(piperidin-3-ylamino)pyrimidin-4-yl)pyridin-2-yloxy)phenyl)(phenyl)methanesulfonamide